(S)-4-isobutyl-2-pentyl-4,5-dihydrooxazole C(C(C)C)[C@@H]1N=C(OC1)CCCCC